2-((14-(tert-butyldimethylsilyl)tetradecyl)thio)ethyl hydrogen ((((R)-1-(6-amino-9H-purin-9-yl)propan-2-yl)oxy)methyl)phosphonate NC1=C2N=CN(C2=NC=N1)C[C@@H](C)OCP(OCCSCCCCCCCCCCCCCC[Si](C)(C)C(C)(C)C)(O)=O